ClC=1C(=C(C=CC1)N1CC2(C1)CC(C2)OC=2C(=NC(=CC2)C2=C(C=CC=C2)OCC)C(=O)NCC2(CNC2)O)C(F)(F)F 3-({2-[3-chloro-2-(trifluoromethyl)phenyl]-2-azaspiro[3.3]heptan-6-yl}oxy)-6-(2-ethoxyphenyl)-N-[(3-hydroxyazetidin-3-yl)methyl]pyridine-2-carboxamide